C1(=CC=CC=C1)[Te] phenyl-tellurium